[(1R,2S,4R)-2-hydroxy-4-{[5-({4-[(6-methoxy-2,3-dihydro-1H-indol-1-yl)methyl]-5-methyl-2-thienyl}carbonyl)pyrimidin-4-yl]amino}cyclopentyl]methyl sulfamate S(N)(OC[C@@H]1[C@H](C[C@@H](C1)NC1=NC=NC=C1C(=O)C=1SC(=C(C1)CN1CCC2=CC=C(C=C12)OC)C)O)(=O)=O